CN(C1=CC=C(C=C1)\N=N/C1=C(C=C(C=C1)NC(C1=NC=CC=C1)=O)OC)C (Z)-N-(4-((4-(Dimethylamino)phenyl)diazenyl)-3-methoxyphenyl)picolinamide